2-chloro-1,3,5-triazine-2,4,6-triamine ClC1(NC(=NC(=N1)N)N)N